CC/C=C\\C[C@@H](/C=C/C=C\\C=CC=C[C@@H]([C@@H](C/C=C\\CCC(=O)O)O)SC[C@@H](C(=O)O)N)O The molecule is a docosanoid that is (7R,17S)-dihydroxy-(4Z,9,11,13Z,15E,19Z)-docosahexaenoic acid in which a cysteinyl group is attached at position 8S via a sulfide linkage. An intermediate of specialised proresolving mediators. It has a role as a specialised pro-resolving mediator and a human xenobiotic metabolite. It is a S-substituted L-cysteine, a dicarboxylic acid, a docosanoid, an organic sulfide and a secondary allylic alcohol. It is a conjugate acid of an (8S)-cystein-S-yl-(7R,17S)-dihydroxy-(4Z,9,11,13Z,15E,19Z)-docosahexaenoate(1-).